7-methoxy-3-methylchromane COC1=CC=C2CC(COC2=C1)C